3,5-bis(methylthio)-2,4-toluenediamine CSC1=C(C(C)=CC(=C1N)SC)N